5-chloro-N-[2,4-difluoro-3-[1-(1-[[2-(trimethylsilyl)ethoxy]methyl]imidazol-2-yl)imidazo[1,5-a]pyridin-6-yl]phenyl]-2-methylpyridine-3-sulfonamide ClC=1C=C(C(=NC1)C)S(=O)(=O)NC1=C(C(=C(C=C1)F)C=1C=CC=2N(C1)C=NC2C=2N(C=CN2)COCC[Si](C)(C)C)F